C(#N)/C=C/CCCNC(=O)C1=CC2=CC=CC(=C2C=C1)C1=CC=C(C=C1)C(F)(F)F N-[(E)-5-cyanopent-4-enyl]-5-[4-(trifluoromethyl)phenyl]naphthalene-2-carboxamide